F[B-](F)(F)F.O1CC=CC=C1 pyran tetrafluoroborate